CC1([C@H](CC(CC1)C1=NNC=C1CN(CCNC)C)C(=O)NCCC(C)C)C (1S)-2,2-dimethyl-5-[4-({methyl-[2-(methylamino)ethyl]amino}methyl)-1H-pyrazol-3-yl]-N-(3-methylbutyl)cyclohexane-1-carboxamide